tert-Butyl (4R)-4-[(1R)-1-(cyclopropylmethyl)-3-hydroxy-propyl]-2,2-dimethyl-oxazolidine-3-carboxylate C1(CC1)C[C@H](CCO)[C@H]1N(C(OC1)(C)C)C(=O)OC(C)(C)C